C(CCCCCCCCCCCCCCCCC)OC1CC(CC(C1OCCCCCCCCCCCCCCCCCC)OCCCCCCCCCCCCCCCCCC)CO 3,4,5-tri(octadecyloxy)cyclohexanemethanol